CN(CCO)CCOCC=1C=C2C=C(NC2=C(C1)[N+](=O)[O-])C1=CC=CC=C1 2-(methyl(2-((7-nitro-2-phenyl-1H-indol-5-yl)methoxy)ethyl)amino)ethan-1-ol